((4aR,8aS)-6-((3,4-dichlorophenyl)sulfonyl)-1-(4-fluorophenyl)-4,4a,5,6,7,8,8a,9-octahydro-1H-pyrazolo[3,4-g]isoquinolin-4a-yl)(pyridin-2-yl)methanone ClC=1C=C(C=CC1Cl)S(=O)(=O)N1C[C@]2(CC3=C(C[C@@H]2CC1)N(N=C3)C3=CC=C(C=C3)F)C(=O)C3=NC=CC=C3